5-benzyl-N-(4-methyl-benzo[d][1,3]dioxol-5-yl)-1,3,4-oxadiazole-2-carboxamide C(C1=CC=CC=C1)C1=NN=C(O1)C(=O)NC1=C(C2=C(OCO2)C=C1)C